14,17-Dihydroxytricosanoic acid OC(CCCCCCCCCCCCC(=O)O)CCC(CCCCCC)O